C(#N)C=1C=C(CNCCCCOCCOC2=NC3=C(C4=CN=CC=C24)C=CC(=C3)C(=O)N)C=C(C1)OC(F)(F)F 5-(2-(4-((3-cyano-5-(trifluoromethoxy)benzyl)amino)butoxy)ethoxy)benzo[c][2,6]naphthyridine-8-carboxamide